6-[(3S,4S)-1-(cinnolin-3-ylmethyl)-4-methylpyrrolidin-3-yl]-1-cyclopentyl-1,5-dihydro-4H-pyrazolo[3,4-d]pyrimidin-4-one N1=NC(=CC2=CC=CC=C12)CN1C[C@H]([C@@H](C1)C)C=1NC(C2=C(N1)N(N=C2)C2CCCC2)=O